5-(1-buten-4-yloxy)carbonylamino-3-(1-isopropyl-1,2,3,6-tetrahydropyridin-4-yl)-1H-indole C=CCCOC(=O)NC=1C=C2C(=CNC2=CC1)C=1CCN(CC1)C(C)C